C(C)(C)(C)OC(=O)N[C@@H]1C[C@@H](CCC1)NC=1C(=CC(=[N+](C1)[O-])Cl)[N+](=O)[O-] 5-(((1R,3S)-3-((tert-butoxycarbonyl)amino)cyclohexyl)amino)-2-chloro-4-nitropyridine 1-oxide